(S)-7-bromo-2-((3-((tertbutyldimethylsilyl)oxy)pentyl)oxy)imidazo[2,1-f][1,2,4]triazin-4-amine BrC1=CN=C2C(=NC(=NN21)OCC[C@H](CC)O[Si](C)(C)C(C)(C)C)N